N1(CCCC2=CC=CC=C12)C(=O)ON=CC1=C(C=CC=C1)Br 2-bromobenzaldehyde O-(1,2,3,4-tetrahydroquinoline-1-carbonyl) oxime